N1(CCCCC1)C(=O)OC1=C(C=CC=C1)N(CC1=CC=C(C=C1)N)C(=O)OCC1C2=CC=CC=C2C=2C=CC=CC12 (((((9H-fluoren-9-yl) methoxy) carbonyl) (4-aminobenzyl) amino) phenyl) piperidine-1-carboxylate